C1OCC12CN(C2)CC2=C1C(=NC(=C2)C=2C(=C3CN(C(C3=CC2)=O)C2C(NC(CC2)=O)=O)F)C(=NN1)NC(C)C 3-(5-(7-((2-oxa-6-azaspiro[3.3]hept-6-yl)methyl)-3-(isopropylamino)-1H-pyrazolo[4,3-b]pyridin-5-yl)-4-fluoro-1-oxoisoindolin-2-yl)piperidine-2,6-dione